ClC1=CC=C(CN2C3(CN(C3)C3=CC(=NC=C3)C)C(N(CC2=O)C(C)C)=O)C=C1 5-(4-chlorobenzyl)-8-isopropyl-2-(2-methyl-pyridin-4-yl)-2,5,8-triazaspiro[3.5]nonane-6,9-dione